1-((1-((2-(3-chloro-5-fluorophenyl)-6-((2-(4-(3-(methylsulfonyl)propyl)piperazin-1-yl)pyrimidin-5-yl)oxy)pyridin-4-yl)methyl)piperidin-4-yl)methyl)-3-methylurea ClC=1C=C(C=C(C1)F)C1=NC(=CC(=C1)CN1CCC(CC1)CNC(=O)NC)OC=1C=NC(=NC1)N1CCN(CC1)CCCS(=O)(=O)C